2-chloro-6-[[4-chloro-2-[(E)-2-ethoxyvinyl]-6-fluoro-phenyl]methoxy]pyridine ClC1=NC(=CC=C1)OCC1=C(C=C(C=C1F)Cl)\C=C\OCC